tris-(4-tert-butylphenyl) phosphate P(=O)(OC1=CC=C(C=C1)C(C)(C)C)(OC1=CC=C(C=C1)C(C)(C)C)OC1=CC=C(C=C1)C(C)(C)C